C(C1=CC=CC=C1)OC1CC(C1)C1=C(C=CC=C1F)Br 2-(3-(benzyloxy)cyclobutyl)-1-bromo-3-fluorobenzene